S-(3-((4-(2-fluoro-4-(1-((4-fluorophenyl)aminoformyl)cyclopropane-1-carboxamido)phenoxy)-6-methoxyquinolin-7-yl)oxy)propyl) (S)-2-amino-3-methylthiobutyrate hydrochloride Cl.N[C@H](C(=O)SCCCOC1=C(C=C2C(=CC=NC2=C1)OC1=C(C=C(C=C1)NC(=O)C1(CC1)C(=O)NC1=CC=C(C=C1)F)F)OC)C(C)C